C(C)(C)(C)OC(=O)NCC1CN(CCC1)C=1C=C(C(=O)OC)C=CC1NC(=O)C=1NC(=C(C1Cl)Cl)C methyl 3-(3-(((tert-butoxycarbonyl)amino)methyl)piperidin-1-yl)-4-(3,4-dichloro-5-methyl-1H-pyrrole-2-carboxamido)benzoate